1-(2-bromophenyl)-3-phenylprop-2-en-1-one BrC1=C(C=CC=C1)C(C=CC1=CC=CC=C1)=O